5-((5-(methoxycarbonyl)-3-(methylcarbamoyl)-2-oxopyridin-1(2H)-yl)Methyl)-3,4-dihydroisoquinoline-2(1H)-carboxylic acid tert-butyl ester C(C)(C)(C)OC(=O)N1CC2=CC=CC(=C2CC1)CN1C(C(=CC(=C1)C(=O)OC)C(NC)=O)=O